(E)-7-chloro-4-(2-(3-fluoro-4-(1H-imidazol-1-yl)benzylidene)hydrazineyl)quinoline hydrochloride Cl.ClC1=CC=C2C(=CC=NC2=C1)N/N=C/C1=CC(=C(C=C1)N1C=NC=C1)F